4-(5-ethyl-1,2,3-triazol-1-yl)-1,2,5-oxadiazol-3-amine C(C)C1=CN=NN1C=1C(=NON1)N